NC=1C=C(C(=NC1)C)NC(=O)C=1C=NN2C1SC(=C2)C=2C=NN(C2)C(CO)(C)C N-(5-amino-2-methylpyridin-3-yl)-2-(1-(1-hydroxy-2-methylpropan-2-yl)-1H-pyrazol-4-yl)pyrazolo[5,1-b]thiazole-7-carboxamide